C(C)(C)(C)OC(=O)N1CCN(CC1)C1CCC(CC1)N1N=C2C=C(C(=CC2=C1)[N+](=O)[O-])C(=O)OC methyl 2-((1r,4r)-4-(4-(tert-butoxycarbonyl)piperazin-1-yl)cyclohexyl)-5-nitro-2H-indazole-6-carboxylate